C(C)(C)(C)NC(=O)C=1C=C2CN(CC2=CC1)C1=NC=CC(=N1)C1=NC=CC(=N1)\C=C\C1=CC=NC=C1 N-(tert-Butyl)-2-[4-[4-[(E)-2-(4-pyridyl)vinyl]pyrimidin-2-yl]pyrimidin-2-yl]isoindoline-5-carboxamide